5-[2-[(4-fluoro-6-hydroxy-2,3-dihydro-1H-inden-2-yl)methylamino]ethyl]-2-oxo-1,3-oxazolidin FC1=C2CC(CC2=CC(=C1)O)CNCCC1CNC(O1)=O